C(C)C(C(=O)O)=[N+]=[N-].[N+](=[N-])=CC(=O)OCC ethyl diazoacetate (ethyl diazoacetate)